BrC=1C(=C(C(=NC1)N)C)C 5-bromo-3,4-dimethylpyridine-2-amine